C1(=CC=CC2=CC=CC=C12)[C@@H](C)N[C@@H]1CN(CC1)C1=CC=C2C=CC(NC2=C1)=O 7-[(3S)-3-{[(1R)-1-(naphthalen-1-yl)ethyl]amino}tetrahydro-1H-pyrrol-1-yl]-1,2-dihydroquinolin-2-one